1,6-bis-(p-carboxyphenoxy)-hexane C(=O)(O)C1=CC=C(OCCCCCCOC2=CC=C(C=C2)C(=O)O)C=C1